C(CCCCCCCCCCC)SP(O)(O)(CCCCCCCCCCCC)CCCCCCCCCCCC.P(OCCCCCCCCCCCC)(OCCCCCCCCCCCC)(OCCCCCCCCCCCC)=S trilauryl phosphorothioate (trilaurylthiophosphite)